N-hydroxy-3-((1-(2-methoxyethyl)-1H-benzo[d]imidazol-2-yl)amino)benzamide ONC(C1=CC(=CC=C1)NC1=NC2=C(N1CCOC)C=CC=C2)=O